C(C1=CC=CC=C1)OC=1C(C(=CN2N3[C@@H](C\C=C/[C@@H](N(C(C21)=O)C3)C)C)C(=O)NCC3=C(C=C(C=C3F)F)F)=O (2R,6S,Z)-9-(benzyloxy)-2,6-dimethyl-8,10-dioxo-N-(2,4,6-trifluorobenzyl)3,6,8,10-tetrahydro-2H-1,7-methanopyrido[1,2-b][1,2,5]triazecine-11-carboxamide